C(C)(C)(C)OC(=O)N[C@H](C(=O)N1CCN(CC1)C)CCCN(C(=C)C)[C@H]1[C@@H](C1)C1=CC=C(C=C1)F (2S)-2-[(tert-butoxycarbonyl)amino]-5-[[(1R,2S)-2-(4-Fluorophenyl)cyclopropyl](propen-2-yl)amino]-1-(4-methylpiperazin-1-yl)-1-oxopentane